C1[C@@H]([C@H](OC2=C1C(=CC(=C2[C@H]3[C@@H]([C@H](OC4=C(C(=CC(=C34)O)O)[C@H]5[C@@H]([C@H](OC6=CC(=CC(=C56)O)O)C7=CC(=C(C=C7)O)O)O)C8=CC(=C(C=C8)O)O)O)O)O)C9=CC(=C(C=C9)O)O)O The molecule is a proanthocyanidin consisting of three (+)-catechin trimer joined by two successive (4alpha->8)-linkages. It has a role as a metabolite and an antioxidant. It is a hydroxyflavan, a proanthocyanidin and a polyphenol. It derives from a (+)-catechin.